(4aR,8aS)-6-[3-[2-chloro-3-(5-oxa-2-azaspiro[3.5]nonan-2-yl)phenoxy]azetidine-1-carbonyl]-4,4a,5,7,8,8a-hexahydropyrido[4,3-b][1,4]oxazin-3-one ClC1=C(OC2CN(C2)C(=O)N2C[C@@H]3[C@@H](OCC(N3)=O)CC2)C=CC=C1N1CC2(C1)OCCCC2